4-(1-(2-fluoro-4-nitrophenyl)piperidin-4-yl)piperazine-1-carboxylic acid tert-butyl ester C(C)(C)(C)OC(=O)N1CCN(CC1)C1CCN(CC1)C1=C(C=C(C=C1)[N+](=O)[O-])F